CC1(COC2=C1C(=CC=C2)OC2=NC=C(C=N2)NC(=O)[C@@H](CC)NC(OC(C)(C)C)=O)C 1,1-dimethylethyl {(1R)-1-[({2-[(3,3-dimethyl-2,3-dihydro-1-benzofuran-4-yl)oxy]-5-pyrimidinyl}amino)carbonyl]propyl}carbamate